5-Chloromethylnicotinonitrile hydrochloride Cl.ClCC=1C=NC=C(C#N)C1